(E)-7-(4-(3-(6,7-dimethoxy-3,4-dihydroisoquinolin-2(1H)-yl)-3-oxoprop-1-en-1-yl)-2-methoxyphenoxy)-N-hydroxyheptanamide COC=1C=C2CCN(CC2=CC1OC)C(/C=C/C1=CC(=C(OCCCCCCC(=O)NO)C=C1)OC)=O